C(C)(C)OC1=CC=2N(C=C1C(=O)NC=1C(N(C=CC1)C)=O)C=C(N2)[C@@]21CO[C@@](CC2)(C1)C 7-isopropoxy-N-(1-methyl-2-oxo-1,2-dihydropyridin-3-yl)-2-((1S,4R)-1-methyl-2-oxabicyclo[2.2.1]heptan-4-yl)imidazo[1,2-a]pyridine-6-carboxamide